2-(tert-butyl) 8-ethyl 6-(thiazol-5-ylmethyl)-2,6-diazaspiro[3.4]octane-2,8-dicarboxylate S1C=NC=C1CN1CC2(CN(C2)C(=O)OC(C)(C)C)C(C1)C(=O)OCC